The molecule is a member of the class of pteridines that is pteridine in which the hydrogens at positions 2 and 4 are replaced by amino groups, whilst that at position 6 is replaced by a carbaldehyde group. It is a member of pteridines, a primary amino compound and a heteroarenecarbaldehyde. C1=C(N=C2C(=NC(=NC2=N1)N)N)C=O